(2S,3S,4R,5R)-4-[[3-[4-methoxy-6-(trifluoromethyl)-3-pyridinyl]-4,5-dimethyl-5-(trifluoromethyl)tetrahydrofuran-2-carbonyl]amino]pyridine-2-carboxamide COC1=C(C=NC(=C1)C(F)(F)F)[C@H]1[C@H](O[C@]([C@@H]1C)(C(F)(F)F)C)C(=O)NC1=CC(=NC=C1)C(=O)N